phenylphosphine dihydrate dipotassium salt [K].[K].O.O.C1(=CC=CC=C1)P